N1=CC=CC=C1.FS(=N)F difluorosulfimide Pyridine salt